R-1-(3-(cyclohexylmethoxy)phenyl)propane-1,2-diol C1(CCCCC1)COC=1C=C(C=CC1)[C@H](C(C)O)O